O1CCN(CC1)S(=O)(=O)C=1C=C(C=CC1)C1=CC=C2CC3(C(NC2=C1)=O)CN(CC3)C#N 7'-(3-(Morpholinosulfonyl)phenyl)-2'-oxo-1',4'-dihydro-2'H-spiro[pyrrolidine-3,3'-quinoline]-1-carbonitrile